((2S,5R)-4-(1-(2,3-dimethylquinoxalin-6-yl)ethyl)-2,5-dimethylpiperazin-1-yl)-4-methyl-2,4-dihydro-5H-pyrazolo[4,3-b]pyridin-5-one CC1=NC2=CC=C(C=C2N=C1C)C(C)N1C[C@@H](N(C[C@H]1C)N1N=C2C(N(C(C=C2)=O)C)=C1)C